1-Bromo-4-hydroxybutan-2-one-1-d BrC(C(CCO)=O)[2H]